BrC=1C=2N(C=CC1)C(=C(N2)C#CCNC2=C(C=C(C=C2)S(=O)(=O)C2CC2)OC)SC(F)(F)F N-(3-{8-bromo-3-[(trifluoromethyl)sulfanyl]imidazo[1,2-a]pyridin-2-yl}prop-2-yn-1-yl)-4-(cyclopropanesulfonyl)-2-methoxyaniline